C1(CC1)C1=NC=NC(=C1C=1N=CC2=C(N1)C(=CN2)OC2=CC=C(C=C2)C=2N(C=C(N2)C(F)(F)F)C)OC 2-(4-cyclopropyl-6-methoxy-pyrimidin-5-yl)-7-[4-[1-methyl-4-(trifluoromethyl)imidazol-2-yl]phenoxy]-5H-pyrrolo[3,2-d]pyrimidine